N=1SN=C2C1C(=CC=C2B(O)O)B(O)O 2,1,3-Benzothiadiazole-4,7-diboronic acid